(S)-1-((3aR,4R,6R,6aS)-2,2-dimethyl-6-(4-methyl-7H-pyrrolo[2,3-d]pyrimidin-7-yl)tetrahydro-4H-cyclopenta[d][1,3]dioxol-4-yl)ethan-1-ol CC1(O[C@H]2[C@@H](O1)[C@@H](C[C@@H]2[C@H](C)O)N2C=CC1=C2N=CN=C1C)C